ClC1=C(C(C2=CC=CC=C2C1=O)=O)NCC1=CC=C(C(=O)NC2=CC(=CC=C2)F)C=C1 4-(((3-chloro-1,4-dioxo-1,4-dihydronaphthalen-2-yl)amino)methyl)-N-(3-fluorophenyl)benzamide